CCCCC(CC)COC(=O)CC(C)CC(C)(C)C ethylhexyl isononanoate